BrCC=1C=C(C(=O)OC)C=CC1O[Si](C)(C)C(C)(C)C methyl 3-(bromomethyl)-4-((t-butyldimethylsilyl)oxy)benzoate